2-(3-((benzyloxy)methyl)-4-ethyl-5-oxo-4,5-dihydro-1H-1,2,4-triazol-1-yl)-3-fluoro-6-(2-methoxyphenyl)-1,6-naphthyridin-5(6H)-one C(C1=CC=CC=C1)OCC1=NN(C(N1CC)=O)C1=NC=2C=CN(C(C2C=C1F)=O)C1=C(C=CC=C1)OC